(2R,4S)-1-((4-(2-chlorophenyl)-6-(trifluoromethyl)pyridin-3-yl)sulfonyl)-N-((Z)-4-(3,3-difluoroazetidin-1-yl)-4-oxobut-2-en-1-yl)-4-fluoro-2-methylpiperidine-4-carboxamide ClC1=C(C=CC=C1)C1=C(C=NC(=C1)C(F)(F)F)S(=O)(=O)N1[C@@H](C[C@@](CC1)(C(=O)NC\C=C/C(=O)N1CC(C1)(F)F)F)C